8-Bromo-2-(3-bromoprop-1-yn-1-yl)-3-(2,2,2-trifluoroethyl)indolizine BrC1=CC=CN2C(=C(C=C12)C#CCBr)CC(F)(F)F